[Si](C)(C)(C(C)(C)C)OCCN1C(CCCC1)=O 1-(2-{[tert-butyl(dimethyl)silyl]oxy}ethyl)piperidin-2-one